(2-(((2R,3S,4R,5R)-5-(4-(benzyl(methyl)amino)-6-chloro-1H-pyrazolo[3,4-d]pyrimidin-1-yl)-3,4-dihydroxytetrahydrofuran-2-yl)methoxy)ethyl)phosphonic acid C(C1=CC=CC=C1)N(C1=C2C(=NC(=N1)Cl)N(N=C2)[C@H]2[C@@H]([C@@H]([C@H](O2)COCCP(O)(O)=O)O)O)C